2-(2-(4-(1-(tert-butyl)-3-(4-chloro-3-fluorophenyl)-1H-pyrrolo[2,3-b]pyridine-6-carbonyl)-3,3-dimethylpiperazin-1-yl)pyridin-4-yl)-2-methylpropanamide C(C)(C)(C)N1C=C(C=2C1=NC(=CC2)C(=O)N2C(CN(CC2)C2=NC=CC(=C2)C(C(=O)N)(C)C)(C)C)C2=CC(=C(C=C2)Cl)F